ClC=1C(=NC(=NC1)NC1=C(C=C(C=C1)C(=O)N1CCN(CC1)C(C)C)OC)C=1C=NN(C1)C (4-((5-chloro-4-(1-methyl-1H-pyrazol-4-yl)pyrimidin-2-yl)amino)-3-methoxyphenyl)(4-isopropylpiperazin-1-yl)methanone